NC=1C2=C(N=CN1)N(C(=C2Br)C=O)C21CCC(CC2)(C1)NC(OC(C)(C)C)=O tert-butyl (4-(4-amino-5-bromo-6-formyl-7H-pyrrolo[2,3-d]pyrimidin-7-yl)bicyclo[2.2.1]heptan-1-yl)carbamate